[K].[K].OCC(=O)[C@@H](O)[C@H](O)[C@H](O)CO fructose dipotassium salt